NCCC(C(=O)OC)CC(C(=O)OC)NC(=O)OC(C)(C)C dimethyl 2-(2-aminoethyl)-4-tert-butoxycarbonylaminoglutarate